BrC=1C2=C(C3=C(N=C(S3)NC(=O)C3CC3)C1)N(C=N2)C N-(5-bromo-8-methyl-8H-imidazo[4',5':3,4]benzo[1,2-d]thiazol-2-yl)cyclopropanecarboxamide